FC=1C=C(C=CC1)C=1N=NN(C1)[C@@H]1[C@H]([C@@H](O[C@@H]([C@@H]1O)CO)C(=O)N1CCN(CC1)C1=CC=C(C=C1)OC)OC ((2R,3R,4S,5R,6R)-4-(4-(3-fluorophenyl)-1H-1,2,3-triazol-1-yl)-5-hydroxy-6-(hydroxymethyl)-3-methoxytetrahydro-2H-pyran-2-yl)(4-(4-methoxyphenyl)piperazin-1-yl)methanone